N-(3-(7-methyl-2-((4-morpholinylphenyl)amino)quinazolin-8-yl)phenyl)acrylamide CC1=CC=C2C=NC(=NC2=C1C=1C=C(C=CC1)NC(C=C)=O)NC1=CC=C(C=C1)N1CCOCC1